OC1=C(C(=O)OC2=C(C(=C(C(=O)OCC3=CC=CC=C3)C(=C2)OC)C)C)C(=CC(=C1C)O)C benzyl 4-((2,4-dihydroxy-3,6-dimethylbenzoyl)oxy)-6-methoxy-2,3-dimethylbenzoate